FC1=CC(=C(C(=C1)C1=CC(=NC=C1)OC)C=CC(=O)OC(C)(C)C)C(C)C tert-Butyl 3-(4-fluoro-2-isopropyl-6-(2-methoxypyridin-4-yl)phenyl)acrylate